CN(CC(=O)N[C@@H](CCC(=O)N)C(=O)O)C1=C(C=C(C=C1)[N+](=O)[O-])[N+](=O)[O-] The molecule is a dipeptide consisting of sarcosine (1-methylglycine) substituted on nitrogen by a 2,4-dinitrophenyl group and connected to L-glutamine via a peptide bond. It has a role as an epitope. It contains a 2,4-dinitrophenyl group.